hexylfluoropropylene C(CCCCC)C(=CC)F